OC(C)(C)C1=NNC(=C1I)C(=O)OCC Ethyl 3-(2-hydroxypropan-2-yl)-4-iodo-1H-pyrazole-5-carboxylate